N=N[C@H](C(=O)O)CC1=CC=C(O)C(O)=C1 imino-DOPA